NCCNCCO[Si](OC)(OC)CCC1=CC=CC=C1 (Aminoethylaminomethyl)-phenethyltrimethoxysilan